C(C)(C)(C)[Sb](I)C(C)(C)C bis(t-butyl)iodoantimony